propylaminoethyl ethyl methylphosphonate CP(OCCNCCC)(OCC)=O